FC=1C=C(C=CC1C=1N(C=C(N1)C(F)(F)F)C)[C@@H](C)O |o1:17| rel-(1R)-1-[3-fluoro-4-[1-methyl-4-(trifluoromethyl)imidazol-2-yl]phenyl]ethanol